BrC1=CC=C(S1)C=1N(C(C2=C(N(C(C21)=O)CCCCCCCCCCCCCC)C=2SC(=CC2)Br)=O)CCCCCCCCCCCCCC 3,6-bis(5-bromothiophene-2-yl)-2,5-bis(tetradecyl)pyrrolo[3,4-c]pyrrole-1,4-dione